C(C)(C)(C)P(C1=CC=C(C=C1)C(F)(F)F)C(C)(C)C di-(tert-butyl)(4-trifluoromethylphenyl)phosphine